N-(5,8,11-Trioxa-2,14,16,18,19-pentaazabicyclo[13.3.1]-nonadeca-1(18),15(19),16(17)-trien-17-yl)-N,O-dimethylhydroxylamine C=12NCCOCCOCCOCCNC(N=C(N1)N(OC)C)=N2